2-trifluoromethyl-morpholine FC(C1CNCCO1)(F)F